C1(CC1)(C1CC1)N [1,1'-bi(cyclopropyl)]-1-amine